2-((2-chloro-5-(oxetan-2-yl)pyrimidin-4-yl)amino)-1-fluoro-5,6,8,9,10,11-hexahydro-7H-pyrido[3',4':4,5]pyrrolo[2,3-f]isoquinolin-7-one ClC1=NC=C(C(=N1)NC=1N=CC=2CCC3=C(C2C1F)NC1=C3C(NCC1)=O)C1OCC1